2,2-dimethyl-3-[(2E)-3-methyl-2,4-pentadien-1-yl]oxirane CC1(OC1C\C=C(\C=C)/C)C